3-methoxy-4-(2-(4-toluenesulfonylpiperazin-1-yl)ethoxy)benzaldehyde COC=1C=C(C=O)C=CC1OCCN1CCN(CC1)S(=O)(=O)CC1=CC=CC=C1